CC1=C(CN2[C@@H](C[C@@](CC2)(C(=O)O)CC2=NC(=CC=C2F)NC2=NNC(=C2)C)C)C(=CC=C1)C (2R,4R)-1-(2,6-dimethylbenzyl)-4-((3-fluoro-6-((5-methyl-1H-pyrazol-3-yl)amino)pyridin-2-yl)methyl)-2-methylpiperidine-4-carboxylic acid